5,11-Dimethyl-6,10-dithioxo-7,9-dithia-5,11-diazadodecanoic Acid CN(CCCC(=O)O)C(SCSC(N(C)C)=S)=S